3-(tert-butyl)-5-chloro-7-(1H-pyrazol-4-yl)pyrazolo[1,5-a]pyrimidine-2-carboxylic acid ethyl ester C(C)OC(=O)C1=NN2C(N=C(C=C2C=2C=NNC2)Cl)=C1C(C)(C)C